1-(4-(benzylamino)-5,6,7,8-tetrahydropyrido[2,3-d]pyrimidin-2-yl)-2-methyl-1H-indole-4-carboxamide hydrochloric acid salt Cl.C(C1=CC=CC=C1)NC=1C2=C(N=C(N1)N1C(=CC=3C(=CC=CC13)C(=O)N)C)NCCC2